(S)-4-((2-methoxyethyl)(4-(5,6,7,8-tetrahydro-1,8-naphthyridin-2-yl)butyl)amino)-2-((5-phenylpyrimidin-4-yl)amino)butanoic acid COCCN(CC[C@@H](C(=O)O)NC1=NC=NC=C1C1=CC=CC=C1)CCCCC1=NC=2NCCCC2C=C1